3-[2-(3,4-dichlorophenoxy)acetamido]-bicyclo[1.1.1]-pentan ClC=1C=C(OCC(=O)NC23CC(C2)C3)C=CC1Cl